C[C@@H]1OC(N2[C@H]1[C@H]1CC[C@@H](C2)N1)=O (1S,6S,9R,9aS)-1-methylhexahydro-1H,3H-6,9-epiminooxazolo[3,4-a]azepin-3-one